C([O-])(O)=O.[Na+].C1(C=CC2=CC=CC=C12)P(C1CCCCC1)C1CCCCC1 indenyl-dicyclohexylphosphine sodium bicarbonate